C1(CC1)C1=C(C#N)C(=CC=C1)OC1CN(C1)C(=O)N1C[C@H](CC1)N1N=NN=C1 2-cyclopropyl-6-[1-[(3S)-3-(tetrazol-1-yl)pyrrolidine-1-carbonyl]azetidin-3-yl]oxy-benzonitrile